2-(3,4-dimethoxyphenyl)-1,4-dimethyl-1H-benzo[d]imidazole trihydrochloride Cl.Cl.Cl.COC=1C=C(C=CC1OC)C1=NC2=C(N1C)C=CC=C2C